N1=CC=C(C=C1)C1=CC=C2C=3C=C(C=CC3NC2=C1)C1=CCN(CC1)C(=O)OC(C)(C)C tert-butyl 4-(7-(pyridin-4-yl)-9H-carbazol-3-yl)-5,6-dihydropyridine-1(2H)-carboxylate